C(CCCCCCCCCCCCCCCCC)S(=O)(=O)F stearyl-sulfonyl fluoride